3-(3-fluoro-bicyclo[1.1.1]pentan-1-yl)-3-oxopropionitrile FC12CC(C1)(C2)C(CC#N)=O